BrC=1C=C(C(=NC1)N(CC1=CC=C(C=C1)OC)CC1=CC=C(C=C1)OC)F 5-bromo-3-fluoro-N,N-bis(4-methoxybenzyl)pyridin-2-amine